BrCC(=O)C1=C(C(=NC=C1)N(C(C)=O)C)F N-(4-(2-bromoacetyl)-3-fluoropyridin-2-yl)-N-methylacetamide